NC1=C2N=CN(C2=NC(=N1)NCCC1=CC=CC=C1)[C@H]1[C@@H]([C@@H]([C@H](C1)O)O)O (1S,2R,3S,4R)-4-(6-amino-2-phenylethylamino-9H-purin-9-yl)cyclopentane-1,2,3-triol